ClC1=C(C(=CC=C1)OC)NC=1C(C(C1NCC1=C(C=C(C=C1)C1=NOC(=N1)C(F)(F)F)F)=O)=O 3-((2-chloro-6-methoxyphenyl)amino)-4-((2-fluoro-4-(5-(trifluoromethyl)-1,2,4-oxadiazol-3-yl)benzyl)amino)cyclobut-3-ene-1,2-dione